2'-O-ribosyl-adenosine C1([C@H](O)[C@H](O)[C@H](O1)CO)O[C@H]1[C@@H](O[C@@H]([C@H]1O)CO)N1C=NC=2C(N)=NC=NC12